ClC1=CC=C(C=C1)[C@H]1CC[C@H]2N(CCN(C2)C(=O)C2=C(C(=CC=C2)C)Br)C1 [(7R,9aR)-7-(4-chlorophenyl)-1,3,4,6,7,8,9,9a-octahydropyrido[1,2-a]pyrazin-2-yl]-(2-bromo-3-methylphenyl)methanone